C(CCC)NCC(=O)OC(CNCCCC)=O (N-butyl)glycine anhydride